CC(C(S\C(=C(\C)/N(C=O)CC=1C(=NC(=NC1)C)N)\CCOP(=O)(O)O)=O)(C=C)C (Z)-S-(2-(N-((4-amino-2-methylpyrimidin-5-yl) methyl) formamido)-5-(phosphonooxy) pent-2-en-3-yl) 2,2-dimethylbut-3-enethioate